C(C)[C@]1(C(N(CC1)C=1C=2N(N=CC1)C=C(C2)C=2C=NN(C2)C)=O)C#N |o1:2| rel-(3R)-3-ethyl-1-[6-(1-methylpyrazol-4-yl)pyrrolo[1,2-b]pyridazin-4-yl]-2-oxopyrrolidine-3-carbonitrile